[Ca].ClC1=CC(=C(C=C1)N1C(=NN=C1C)[C@@H]1CC[C@H](CC1)OC1=NC=CC=C1)SC trans-2-[4-[4-(4-Chloro-2-methylsulfanylphenyl)-5-methyl-1,2,4-triazol-3-yl]cyclohexyl]oxypyridine calcium